2-(2,3-dihydroxyphenyl)-4,5-dimethylimidazole OC1=C(C=CC=C1O)C=1NC(=C(N1)C)C